COC(CN1CCN(CC1)C1=NC=C(C=N1)N1C(NC2(C1)CCC(CC2)(C2=CC=CC=C2)N(C)C)=O)=O cis-2-[4-[5-(8-dimethylamino-2-oxo-8-phenyl-1,3-diazaspiro[4.5]decan-3-yl)-pyrimidin-2-yl]-piperazin-1-yl]-acetic acid methyl ester